(S)-2-(methyl((1S,3S)-3-(4-(5,6,7,8-tetrahydro-1,8-naphthyridin-2-yl)butoxy)cyclopentyl)amino)-2-((3R,4S)-3,4,7-trimethylisochroman-5-yl)acetic acid CN([C@H](C(=O)O)C1=C2[C@@H]([C@H](OCC2=CC(=C1)C)C)C)[C@@H]1C[C@H](CC1)OCCCCC1=NC=2NCCCC2C=C1